CS(=O)(=O)C1=NC=C(C=N1)C=1N=NN(C1)CCOCCOCCOCCOCCOCCOCCOCCOCCOCC(=O)N 29-(4-(2-(methylsulfonyl)pyrimidin-5-yl)-1H-1,2,3-triazol-1-yl)-3,6,9,12,15,18,21,24,27-nonaoxanonacosanamide